ClC=1C=C(C=CC1F)C=1C(=NC(=NC1N)N1N=C(C=C1C)C)N (3-Chloro-4-fluorophenyl)-2-(3,5-dimethyl-1H-pyrazol-1-yl)pyrimidine-4,6-diamine